CN1N=CC2=CC(=C(C=C12)OC1=C(C=C(C=C1)OCCOC1CCOCC1)C)C(=O)N 1-methyl-6-[2-methyl-4-(2-tetrahydropyran-4-yloxyethoxy)phenoxy]indazole-5-carboxamide